CC1(C=2C=CC(=CC2C(CC1)(C)C)/C(=C/C1=CC=C(C(=O)O)C=C1)/C)C 4-[(E)-2-(5,6,7,8-tetrahydro-5,5,8,8-tetramethyl-2-naphthyl)-1-propenyl]Benzoic acid